6-Bromo-7-(cyclopentyloxy)-2-(1-methyl-2-oxabicyclo[2.1.1]hexan-4-yl)imidazo[1,2-a]pyridine BrC=1C(=CC=2N(C1)C=C(N2)C21COC(C2)(C1)C)OC1CCCC1